CC1=C(C=CC=C1C)[C@H](C)C=1N=CNC1 (S)-4-(1-(2,3-DIMETHYLPHENYL)ETHYL)-1H-IMIDAZOLE